NC=1C=C(C(=C2CCC(C(C12)=O)(C)COCCO)C)F 8-Amino-6-fluoro-2-((2-hydroxyethoxy)methyl)-2,5-dimethyl-3,4-dihydronaphthalen-1(2H)-one